(1-(5-(2-((dimethylamino)methyl)phenyl)thiophen-2-yl)ethyl)-4-isopropyl-6,7-dimethoxyphthalazin-1-amine CN(C)CC1=C(C=CC=C1)C1=CC=C(S1)C(C)C1=C2C(=NN=C(C2=CC(=C1OC)OC)N)C(C)C